trans-2-pentadecene-1,15-dicarboxylic acid C(\C=C\CCCCCCCCCCCCC(=O)O)C(=O)O